2-[4-(4-methylpiperazin-1-yl)quinazolin-2-yl]phenol CN1CCN(CC1)C1=NC(=NC2=CC=CC=C12)C1=C(C=CC=C1)O